m-phenylenedi(dimethylmethylene) diisocyanate C1(=CC(=CC=C1)C(C)(C)N=C=O)C(C)(C)N=C=O